COC(=O)[C@@H]1CN(CC1)C1CCC2=CC(=CC=C12)C#CC1=CC(=CC=C1)F (3S)-1-(5-((3-fluorophenyl)ethynyl)-2,3-dihydro-1H-inden-1-yl)-pyrrolidine-3-carboxylic acid methyl ester